FC1(CN(C[C@@H]1OC1=CC(=NC=C1)C(F)(F)F)C1=CC(=NC(=N1)C)C=1C(=NC(=NC1)OC)OC)F (S)-6-(3,3-difluoro-4-((2-(trifluoromethyl)pyridin-4-yl)oxy)pyrrolidin-1-yl)-2',4'-dimethoxy-2-methyl-4,5'-bipyrimidine